4-(3-bromo-5-(methylsulfonyl)phenyl)morpholine BrC=1C=C(C=C(C1)S(=O)(=O)C)N1CCOCC1